[Cr+3].ClC=1N=C(C2=C(N1)CCS2)NC2(CCC2)C[2H] (1-((2-Chloro-6,7-dihydrothieno[3,2-d]pyrimidin-4-yl)amino)cyclobutyl)methane-d chromium (III)